1-(azetidin-3-ylmethyl)-6-(3-hydroxynaphthalen-1-yl)quinoxalin-2(1H)-one N1CC(C1)CN1C(C=NC2=CC(=CC=C12)C1=CC(=CC2=CC=CC=C12)O)=O